tert-butyl N-[(1R)-2-hydroxy-1-[4-(4-methylthiazol-5-yl)phenyl]ethyl]carbamate OC[C@@H](C1=CC=C(C=C1)C1=C(N=CS1)C)NC(OC(C)(C)C)=O